4-[2-(2,4-difluorophenyl)-6-methyl-1-(4-methylbenzenesulfonyl)-7-oxopyrrolo[2,3-c]pyridin-4-yl]-5-[3-(2-hydroxypropan-2-yl)phenyl]-1-methylpyridin-2-one FC1=C(C=CC(=C1)F)C1=CC2=C(C(N(C=C2C2=CC(N(C=C2C2=CC(=CC=C2)C(C)(C)O)C)=O)C)=O)N1S(=O)(=O)C1=CC=C(C=C1)C